(5-bromo-2-methylpyridin-3-yl)ketene BrC=1C=C(C(=NC1)C)C=C=O